2,2'-Biphenyldiol C=1(C(=CC=CC1)O)C=1C(=CC=CC1)O